[N+](=O)([O-])C1=CC=C(C(=S)N(C)C)C=C1 4-nitro-N,N-dimethylthiobenzamide